FC1=C(C=CC=C1)CCO 2-(2-fluorophenyl)-ethanol